13-Hydroxy-heptacosanoic acid OC(CCCCCCCCCCCC(=O)O)CCCCCCCCCCCCCC